2-(6-bromobenzo[d][1,3]dioxol-5-yl)ethan-1-ol BrC=1C(=CC2=C(OCO2)C1)CCO